BrC1=CC(=CC2=C1N=CS2)N 4-bromobenzo[d]thiazol-6-amine